5-bromo-2-methylisoquinolin-1(2H)-one BrC1=C2C=CN(C(C2=CC=C1)=O)C